FC=1C(=CC=2C3=C(NC(C2C1)=O)COCC3N(C(C3=CC(=CC=C3)F)=O)C)F N-(8,9-Difluoro-6-oxo-1,4,5,6-tetrahydro-2H-pyrano[3,4-c]isoquinolin-1-yl)-3-fluoro-N-methylbenzamide